N-(((4-((S)-2-((S)-2-(3-(2,5-dioxo-2,5-dihydro-1H-pyrrol-1-yl)propanamido)-3-methylbutanamido)propanamido)benzyl)oxy)carbonyl)-N-methylglycine O=C1N(C(C=C1)=O)CCC(=O)N[C@H](C(=O)N[C@H](C(=O)NC1=CC=C(COC(=O)N(CC(=O)O)C)C=C1)C)C(C)C